N,N-diglycidyl-4-glycidoxypropoxyaniline C(C1CO1)N(C1=CC=C(C=C1)OCCCOCC1CO1)CC1CO1